Cl.Cl.S1C2N(CCCC1)C(CC2)C(=O)N octahydropyrrolo[2,1-b][1,3]thiazepine-7-carboxamide dihydrochloride